CONC(=O)C1=C(SC=C1)C(=O)O 3-(methoxycarbamoyl)thiophene-2-carboxylic acid